C=CC(CCC=CC)O 1,6-OCTADIEN-3-OL